C(C1=CC=CC=C1)[Si](CCCC1=CC=CC=C1)(CCCC1=CC=CC=C1)CCCC1=CC=CC=C1 benzyltris(3-phenylpropyl)-silane